ClC=1C=CC(=NC1)OC(=O)N1CC(CC(C1)F)N1C(CCCC1=O)C 5'-fluoro-2-methyl-6-oxo[1,3'-bipiperidine]-1'-carboxylic acid 5-chloropyridin-2-yl ester